(1R,2S)-2-fluoro-7-methoxy-1,2,3,4-tetrahydronaphthalen-1-ol F[C@@H]1[C@@H](C2=CC(=CC=C2CC1)OC)O